3-isocyanato-1-propene N(=C=O)CC=C